7-chloro-N-(1-(3-(4-chloro-3-fluorophenoxy)-2-hydroxypropyl)piperidin-4-yl)-1-cyclopropyl-6-fluoro-4-oxo-1,4-dihydroquinoline-3-carboxamide ClC1=C(C=C2C(C(=CN(C2=C1)C1CC1)C(=O)NC1CCN(CC1)CC(COC1=CC(=C(C=C1)Cl)F)O)=O)F